FC(C1=CC=C(C=C1)N1N=C(C=C1)CS(=O)(=O)C1=C(C(=O)N)C=CC=C1)(F)F (((1-(4-(trifluoromethyl)phenyl)-1H-pyrazol-3-yl)methyl)sulfonyl)benzamide